3-chloro-N-(((1R,5S,6s)-3-(5-(3-cyano-6-(1-methyl-1H-pyrazol-4-yl)pyrazolo[1,5-a]pyridin-4-yl)pyridin-2-yl)-3-azabicyclo[3.1.0]hexane-6-yl)methyl)-5-fluoropyridinamide ClC=1C(=NC=C(C1)F)C(=O)NCC1[C@@H]2CN(C[C@H]12)C1=NC=C(C=C1)C=1C=2N(C=C(C1)C=1C=NN(C1)C)N=CC2C#N